ClC1=C(C(=NC(=N1)N1CCOCC1)NC1=CC=NC=C1)OC 6-chloro-5-methoxy-2-morpholino-N-(pyridin-4-yl)pyrimidin-4-amine